methyl-1H-1,2,4-triazol-3-carboxylate CN1N=C(N=C1)C(=O)[O-]